(5H-imidazo[5,1-a]isoindol-5-yl)methylamine C=1N=CN2C1C1=CC=CC=C1C2CN